3-methoxy-5,5-dimethyl-3-[6-(1-methyl-1H-pyrazol-4-yl)pyridin-2-yl]-6-oxocyclohex-1-ene-1-carbonitrile COC1(C=C(C(C(C1)(C)C)=O)C#N)C1=NC(=CC=C1)C=1C=NN(C1)C